C(C)(=O)O\C=C\CCCOC(C)=O (2E)-penten-1,5-diyl diacetate